1-(6-fluoro-2-oxopyridin-1(2H)-yl)cyclopropane-1-carboxylic acid FC1=CC=CC(N1C1(CC1)C(=O)O)=O